[K+].ClC1=C(OCC(=O)[O-])C=CC(=C1)Cl 2,4-dichlorophenoxyacetic acid, potassium salt